C12COCC(CN(C1)CCCN1C3=C(OC4=C1N=CC(=C4)C=4C=C1C=NNC1=CC4)C=C(C=C3)C=3C=C4C=NNC4=CC3)C2 10-(3-(3-oxa-7-azabicyclo[3.3.1]nonan-7-yl)propyl)-3,7-di(1H-indazol-5-yl)-10H-benzo[b]pyrido[2,3-e][1,4]oxazine